(3S)-4,4-dimethyltetrahydrofuran-3-amine hydrochloride Cl.CC1([C@@H](COC1)N)C